CC(C(CO)O)C 3-methyl-1,2-butandiol